FC1=CC=C(C=C1)N1N=CC2=CC(=C(C=C12)C)C=1CCN([C@@H](C1)C)S(=O)(=O)C=1C=NN(C1)CCC (R)-1-(4-fluorophenyl)-6-methyl-5-(6-methyl-1-((1-propyl-1H-pyrazol-4-yl)sulfonyl)-1,2,3,6-tetrahydropyridin-4-yl)-1H-indazole